FC(S(=O)(=O)C=1C(=NC=CC1)NC1=CC(=NC=C1C(CC)=O)NC(=O)C1C(C1)C)F N-(4-((3-((difluoromethyl)sulfonyl)pyridin-2-yl)amino)-5-propionylpyridin-2-yl)-2-methylcyclopropane-1-carboxamide